ClC1=C(C(=CC=C1)Cl)C1(CNC1)F 3-(2,6-dichlorophenyl)-3-fluoroazetidine